2-Bromo-6-(3-methyl-1H-1,2,4-triazol-1-yl)pyridine BrC1=NC(=CC=C1)N1N=C(N=C1)C